O=C(C[C@@H](O)[C@H](O)[C@H](O)CO)[O-] 2-Deoxygluconate